1-({(5S,7S)-3-[6-(ethyloxy)-3-pyridinyl]-7-methyl-2-oxo-1-oxa-3-azaspiro[4.5]dec-7-yl}methyl)-1H-benzimidazole-6-carbonitrile C(C)OC1=CC=C(C=N1)N1C(O[C@]2(C1)C[C@@](CCC2)(C)CN2C=NC1=C2C=C(C=C1)C#N)=O